C(C1=CC=CC=C1)(C1=CC=CC=C1)[C@@H]1N2C(C=3N(C1)C(=CN3)C(=O)N3CCCC3)=C(C(C=C2)=O)O (S)-6-benzhydryl-11-hydroxy-3-(pyrrolidine-1-carbonyl)-5,6-dihydro-10H-imidazo[1,2-a]pyrido[2,1-c]pyrazin-10-one